(±)-Ethyl-3-(6-chloro-2-fluoro-9H-purin-9-yl)-4-hydroxytetrahydrothiophene-3-carboxylate C(C)OC(=O)C1(CSCC1O)N1C2=NC(=NC(=C2N=C1)Cl)F